(2-((5-(1H-pyrazol-4-yl)-thiazolo[5,4-b]pyridin-2-yl)amino)-3-fluoropyridin-4-yl)methanol N1N=CC(=C1)C1=CC=C2C(=N1)SC(=N2)NC2=NC=CC(=C2F)CO